3-((2-ethylhexyl)oxy)propan-1-ol C(C)C(COCCCO)CCCC